ClC1=C(C(=CC=C1Cl)O)[C@H]1C(C(N(C1)CCCO)=O)(F)F |r| rac-4-(2,3-dichloro-6-hydroxyphenyl)-3,3-difluoro-1-(3-hydroxypropyl)pyrrolidin-2-one